3-Amino-5-cyclobutyl-1-methyl-1,5-dihydro-4H-pyrrolo[3,2-e]pyridin-4-one hydrochloride Cl.NC1=CN(C2=C1C(C(C=N2)C2CCC2)=O)C